1-(4-Bromophenyl)-2-(4-fluorophenyl)-2,11-dihydroimidazo[1',5':1,2]pyrido[3,4-b]indol-4-ium chloride [Cl-].BrC1=CC=C(C=C1)C=1N(C=[N+]2C1C=1NC3=CC=CC=C3C1C=C2)C2=CC=C(C=C2)F